[Ta].[Zr] Zirconium-tantalum